C(#N)C1=CC=C(C=C1)C=1N=C2C(=NC1)N=C(S2)NC(=O)C=2C=NC(=CC2C2=CC(=NC=C2OC)C)C N-(6-(4-cyanophenyl)thiazolo[4,5-b]pyrazin-2-yl)-5'-methoxy-2',6-dimethyl-[4,4'-bipyridine]-3-carboxamide